2-(4-(4,4,5,5-tetramethyl-1,3,2-dioxaborolan-2-yl)-1H-indazol-1-yl)ethan-1-ol CC1(OB(OC1(C)C)C1=C2C=NN(C2=CC=C1)CCO)C